3-(tert-butyl)-1-(3-fluoro-4-methylphenyl)-1H-pyrazole-5-amine C(C)(C)(C)C1=NN(C(=C1)N)C1=CC(=C(C=C1)C)F